CS(=O)C dimethyl sulphoxide